C1(CC1)OC1=NC(=NC=C1C(NC1=C(C=CC=C1Cl)Cl)=O)NC=1C=NN(C1)C1CCN(CC1)CCCNC(OC(C)(C)C)=O tert-butyl N-(3-{4-[4-({4-cyclopropoxy-5-[(2,6-dichlorophenyl)carbamoyl]pyrimidin-2-yl}amino)-1H-pyrazol-1-yl]piperidin-1-yl}propyl)carbamate